NC(CN1CCN(CC1)C1=CC2=C(CC(O2)(C)C)C=C1NC(=O)C=1C=NN2C1N=CC=C2)=O N-[6-[4-(2-amino-2-oxo-ethyl)piperazin-1-yl]-2,2-dimethyl-3H-benzofuran-5-yl]pyrazolo[1,5-a]pyrimidine-3-carboxamide